(Z)-non-2-en-1-yl 4-((((1-methylpiperidin-4-yl)thio)carbonyl)(4-oxo-4-(pentadecan-8-yloxy)butyl)amino)butanoate CN1CCC(CC1)SC(=O)N(CCCC(=O)OC\C=C/CCCCCC)CCCC(OC(CCCCCCC)CCCCCCC)=O